BrC1=CC=C(C=C1)C(=O)N1CCC(CC1)(F)F (4-bromophenyl)(4,4-difluoropiperidin-1-yl)methanone